FC1=CC=C(C=C1)C1=CC(=NS1)C(=O)N(C)OC 5-(4-fluorophenyl)-N-methoxy-N-methyl-isothiazole-3-carboxamide